S([O-])(O)(=O)=O.C(CCC)N1C=[N+](C=C1)C 1-butyl-3-Methylimidazolium bisulfate